(R)-2-amino-N-(1-(6-fluoropyridin-2-yl)ethyl)-3-methyl-N-((5-(trifluoromethyl)pyridin-2-yl)methyl)quinoline-6-carboxamide NC1=NC2=CC=C(C=C2C=C1C)C(=O)N(CC1=NC=C(C=C1)C(F)(F)F)[C@H](C)C1=NC(=CC=C1)F